3'-ethynyl-cytidine triphosphate P(O)(=O)(OP(=O)(O)OP(=O)(O)O)OC[C@@H]1[C@]([C@H]([C@@H](O1)N1C(=O)N=C(N)C=C1)O)(O)C#C